tert-butyl 4-(((6-(chloromethyl)-4-(dimethoxyphosphoryl)pyridin-3-yl)oxy)methyl)piperidine-1-carboxylate ClCC1=CC(=C(C=N1)OCC1CCN(CC1)C(=O)OC(C)(C)C)P(=O)(OC)OC